(S)-4-(2-((3-aminopyrrolidin-1-yl)methyl)-5-(4-(trifluoromethyl)phenyl)-1-methyl-1H-pyrrolo[2,3-c]pyridin-4-yl)benzonitrile N[C@@H]1CN(CC1)CC1=CC=2C(=CN=C(C2C2=CC=C(C#N)C=C2)C2=CC=C(C=C2)C(F)(F)F)N1C